(3R,5S)-5-methyl-1-[8-(trifluoromethyl)quinolin-5-yl]Piperidine-3-amine C[C@H]1C[C@H](CN(C1)C1=C2C=CC=NC2=C(C=C1)C(F)(F)F)N